C1(CCCC1)N(C(=O)C1=NC2=C(N1)C=CC(=C2)C)C N-cyclopentyl-N,5-dimethyl-1H-benzo[d]imidazole-2-carboxamide